C(C)OC(CC1=C(C(=CC=C1)N(C)C[C@H](O)C=1C=C(C2=C(C(=C(O2)[2H])[2H])C1)Br)OCOC)=O |r| (±)-2-(3-((2-(7-Bromobenzofuran-5-yl-2,3-d2)-2-hydroxyethyl)(methyl)amino)-2-(methoxymethoxy)phenyl)acetic acid ethyl ester